ClC=1C=CC(=C(C1)C1=CC(=C(N=N1)SCC=1OC(OC1C)=O)NC1=CC(=NC=C1)NC(CCN1CCN(CC1)C)=O)F N-(4-{[6-(5-chloro-2-fluoro-phenyl)-3-{[(5-methyl-2-oxo-2H-1,3-dioxol-4-yl)methyl]-sulfanyl}pyridazin-4-yl]-amino}pyridin-2-yl)-3-(4-methylpiperazin-1-yl)propan-amide